FC1CN(CCC1CN1N=CC(=C1)C=1C2=C(N(N1)C=1C=NC(=C(C1)F)OC)CCOCC2)C(=O)OC(C)(C)C tert-Butyl 3-fluoro-4-((4-(1-(5-fluoro-6-methoxypyridin-3-yl)-4,5,7,8-tetrahydro-1H-oxepino[4,5-c]pyrazol-3-yl)-1H-pyrazol-1-yl)methyl)piperidine-1-carboxylate